Phenyl-sulfur trifluoride C1(=CC=CC=C1)S(F)(F)F